OCC([C@H](C[C@H]1C(NCCC1)=O)NC(=O)C1N(CC2C1CCC2)C(C(NC2=C(C=CC=C2)C)=O)=O)=O N-((S)-4-hydroxy-3-oxo-1-((S)-2-oxopiperidin-3-yl)butan-2-yl)-2-(2-oxo-2-(o-tolylamino)acetyl)octahydrocyclopenta[c]pyrrole-1-carboxamide